N-((2-chloropyridin-4-yl)methylene)-2-methylpropan-2-sulfinylAmine ClC1=NC=CC(=C1)C=NS(=O)C(C)(C)C